2-Methylbenzylchloride CC1=C(CCl)C=CC=C1